FC=1C=C(C=CC1C=1N=C(SC1)NC=1C(=NN(C1)CCCOC)C)N1C(NCC1)=O 1-(3-Fluoro-4-{2-[1-(3-methoxy-propyl)-3-methyl-1H-pyrazol-4-ylamino]-thiazol-4-yl}-phenyl)-imidazolidin-2-one